(5-(5-chloro-2-methoxypyridin-4-yl)-1H-pyrazole-3-carbonyl)-N-((1R,2S)-2-phenylcyclopropyl)piperidine-4-carboxamide ClC=1C(=CC(=NC1)OC)C1=CC(=NN1)C(=O)N1CCC(CC1)C(=O)N[C@H]1[C@@H](C1)C1=CC=CC=C1